8-fluoro-4-iodo-7-(pyridin-4-yl)isoquinolin-1-amine FC=1C(=CC=C2C(=CN=C(C12)N)I)C1=CC=NC=C1